N,N-dimethylbenzoselenadiazole-4-amine CN(C=1C=CC=C2C1N=N[Se]2)C